Tert-butyl (R)-3-formylpiperidine-1-carboxylate C(=O)[C@H]1CN(CCC1)C(=O)OC(C)(C)C